NC1=C2N=CN(C2=NC(=N1)Cl)[C@H]1[C@@H]([C@@H]([C@H](O1)CO[C@](C(=O)O)(CC1=CC=CC=C1)C1=NN=NN1)O)O (R)-2-(((2R,3S,4R,5R)-5-(6-amino-2-chloro-9H-purin-9-yl)-3,4-dihydroxytetrahydro-furan-2-yl)methoxy)-3-phenyl-2-(1H-tetrazol-5-yl)propanoic acid